1,2-di-(13Z,16Z-docosadienoyl)-sn-glycero-3-phospho-(1'-sn-glycerol) CCCCC/C=C\C/C=C\CCCCCCCCCCCC(=O)OC[C@H](COP(=O)(O)OC[C@H](CO)O)OC(=O)CCCCCCCCCCC/C=C\C/C=C\CCCCC